9,10-diphenyl-anthracene sodium salt [Na].C1(=CC=CC=C1)C=1C2=CC=CC=C2C(=C2C=CC=CC12)C1=CC=CC=C1